4-[3-fluoro-5-[(10-fluoro-2,4,5,7,12-pentazatricyclo[7.4.0.02,6]trideca-1(13),3,5,7,9,11-hexaen-8-yl)-methyl-amino]phenyl]-2-methyl-but-3-yn-2-ol FC=1C=C(C=C(C1)N(C)C1=NC2=NN=CN2C2=CN=CC(=C12)F)C#CC(C)(O)C